racemic-2-[5-(trifluoromethyl)-2-thienyl]propan-1-ol FC(C1=CC=C(S1)[C@@H](CO)C)(F)F |r|